CC1CNCC(O1)C=1C=NN(C1)C1COC1 2-methyl-6-[1-(oxetan-3-yl)pyrazol-4-yl]morpholine